(S)-6-(2-chlorophenyl)-5-methyl-2-((6-methyl-5-(4-methylpiperazin-1-yl)pyridin-2-yl)amino)-8-(1-propylpiperidin-3-yl)pyrido[2,3-d]pyrimidin-7(8H)-one ClC1=C(C=CC=C1)C1=C(C2=C(N=C(N=C2)NC2=NC(=C(C=C2)N2CCN(CC2)C)C)N(C1=O)[C@@H]1CN(CCC1)CCC)C